(1-Acetylpiperidin-4-yl)-7-iodo-2-((2-(trimethylsilyl)ethoxy)methyl)-2,5-dihydro-4H-pyrazolo[4,3-c]pyridin-4-one C(C)(=O)N1CCC(CC1)C=1N(N=C2C1C(NC=C2I)=O)COCC[Si](C)(C)C